2,7-dimethyl-5,7-dihydro-4H-pyrazolo[3,4-c]pyridine-6-carboxylic acid tert-butyl ester C(C)(C)(C)OC(=O)N1C(C=2C(CC1)=CN(N2)C)C